ClC=1C=CC(=C(C1)C1=C(N=CN1)C=1C=C2C=C(C=NC2=CC1)N1CCNCCC1)F 6-[5-(5-chloro-2-fluoro-phenyl)-1H-imidazol-4-yl]-3-(1,4-diazepan-1-yl)quinoline